(S)-N-((S)-(4-chlorophenyl)(4-fluoro-3-(trifluoromethyl)phenyl)methyl)-5-oxopyrrolidine-3-carboxamide ClC1=CC=C(C=C1)[C@H](NC(=O)[C@@H]1CNC(C1)=O)C1=CC(=C(C=C1)F)C(F)(F)F